tert-butyl (S)-4-(2-chloro-3-(3-fluoro-1H-pyrazol-4-yl)benzoyl)-2-(hydroxymethyl)piperazine-1-carboxylate ClC1=C(C(=O)N2C[C@H](N(CC2)C(=O)OC(C)(C)C)CO)C=CC=C1C=1C(=NNC1)F